2-allyl-1-(2-(piperidin-4-yloxy)pyrimidin-4-yl)-6-((4-(2,2,2-trifluoroethoxy)phenyl)amino)-1,2-dihydro-3H-pyrazolo[3,4-d]pyrimidin-3-one C(C=C)N1N(C2=NC(=NC=C2C1=O)NC1=CC=C(C=C1)OCC(F)(F)F)C1=NC(=NC=C1)OC1CCNCC1